4-(1H-1,3-benzodiazol-1-yl)-N-[piperidin-3-yl]-5-(trifluoromethyl)pyrimidin-2-amine N1(C=NC2=C1C=CC=C2)C2=NC(=NC=C2C(F)(F)F)NC2CNCCC2